1-[[5-(2,4-difluoro-3-hydroxy-phenyl)-1,3,4-thiadiazol-2-yl]methyl]-3-ethyl-5,5-dimethyl-imidazolidine-2,4-dione FC1=C(C=CC(=C1O)F)C1=NN=C(S1)CN1C(N(C(C1(C)C)=O)CC)=O